C(CCCCC(=O)O)(=O)O.N1CC(C1)C(=O)O.N1CC(C1)C(=O)O azetidine-3-carboxylic acid hemiadipate